Cl.Cl.[C@H]12CN(C[C@H](CC1)N2)C2=NC(=NC1=C(C(=C(C=C21)F)C2=CC(=CC1=CC=CC(=C21)CC)O)F)OCCCN2[C@@H](COCC2)C (S or R)-4-(4-((1R,5S)-3,8-diazabicyclo[3.2.1]oct-3-yl)-6,8-difluoro-2-(3-((R)-3-methylmorpholino)propoxy)quinazolin-7-yl)-5-ethylnaphthalen-2-ol dihydrochloride